ClC1=C(C=NC=C1)/C=C/C(=O)OCC (E)-ethyl 3-(4-chloropyridin-3-yl)acrylate